5-(4-bromo-phenyl)-1-pentene BrC1=CC=C(C=C1)CCCC=C